C(C(CN)N)N 1,2,3-propanetriamine